tert-butyl 4-(5-carbamoyl-6-(4-phenoxyphenyl) pyridin-2-yl)-3,3-dimethylpiperidine-1-carboxylate C(N)(=O)C=1C=CC(=NC1C1=CC=C(C=C1)OC1=CC=CC=C1)C1C(CN(CC1)C(=O)OC(C)(C)C)(C)C